C(C)(C)(C=1OC[C@H](N1)C(C)(C)C)C=1OC[C@H](N1)C(C)(C)C (4R,4'R)-2,2'-isopropylidenebis(4-tert-butyl-2-oxazoline)